(R)-3-Oleoyl-2-oxooxazolidine-4-carboxylic acid C(CCCCCCC\C=C/CCCCCCCC)(=O)N1C(OC[C@@H]1C(=O)O)=O